C(C1CO1)OCCC[Si](O)(O)C 3-glycidoxypropylmethylsilanediol